BrC1=C(C=C(OC=2C(=C(C=C(C2F)F)F)F)C=C1)F 3-(4-bromo-3-fluorophenoxy)-1,2,4,5-tetrafluorobenzene